C1(=CC=CC=C1)S(=O)(=O)OCCCCCCCCCCC.[Ca] calcium undecyl benzenesulfonate